3-(1,1-dimethyl-1,3-dihydroisobenzofuran-5-yl)tetrahydro-1H-pyrrolizine CC1(OCC2=CC(=CC=C12)C1CCC2=CCCN12)C